NC1=C(C(=NN1C(C)C)C1=CC=C(C=C1)CC(=O)NC1=CC(=NO1)C(C)(C)F)C(=O)N 5-Amino-3-(4-(2-((3-(2-fluoropropan-2-yl)isoxazol-5-yl)amino)-2-oxoethyl)phenyl)-1-isopropyl-1H-pyrazole-4-carboxamide